C1=CC=C(C=C1)CN2C(=S)N(SC2=O)CC3=CC=CC=C3 2,4-Dibenzyl-5-oxothiadiazolidine-3-thione